1-[7-(2-methylbenzoyl)-9,9-dipropyl-9H-fluoren-2-yl]ethanone O-acetyl oxime C(C)(=O)ON=C(C)C1=CC=2C(C3=CC(=CC=C3C2C=C1)C(C1=C(C=CC=C1)C)=O)(CCC)CCC